C(C)(=O)N[C@H]1C[C@H](CCC1)C(=O)NC1=NC=C(C(=C1)C=1C=C(N2CC(CC12)(C)C)C#N)F (1S,3R)-3-acetamido-N-(4-(5-cyano-2,2-dimethyl-2,3-dihydro-1H-pyrrolizin-7-yl)-5-fluoropyridin-2-yl)cyclohexane-1-carboxamide